2-Chlorobenzylamino-2-imidazoline hydriodide I.ClC1=C(CNN2C=NCC2)C=CC=C1